C12(CC3CC(CC(C1)C3)C2)P(CCCC)C23CC1CC(CC(C2)C1)C3 di((3S,5S,7S)-adamantan-1-yl)(butyl)-phosphine